(R,S)-4-((3-Fluoropyridin-4-yl)((4-oxochroman-7-yl)oxy)methyl)benzamide FC=1C=NC=CC1[C@@H](C1=CC=C(C(=O)N)C=C1)OC1=CC=C2C(CCOC2=C1)=O